C(C=C)C1([C@H](N(CC1O)C(=O)OC(C)(C)C)C(=O)OC)CCO 1-(tert-butyl) 2-methyl (2S)-3-allyl-4-hydroxy-3-(2-hydroxyethyl)pyrrolidine-1,2-dicarboxylate